2,8,9-trimethyl-7-(3-(3-methylpyridin-4-yl)-7,8-dihydro-1,6-naphthyridin-6(5H)-yl)-4H-pyrimido[1,2-b]pyridazin-4-one CC=1N=C2N(N=C(C(=C2C)C)N2CC=3C=C(C=NC3CC2)C2=C(C=NC=C2)C)C(C1)=O